2,3-dihydro-1H-isoindole-5-carboxamide C1NCC2=CC(=CC=C12)C(=O)N